[Si](C)(C)(C(C)(C)C)O[C@@H](C(=O)OC(C)(C)C)COC1=CC=C(C=C1)C=C (R)-tert-butyl 2-((tert-butyldimethylsilyl)oxy)-3-(4-vinyl-phenoxy)propanoate